hydroxycyclohexane-benzophenone OC1(CCCCC1)C1=CC=CC=C1C(=O)C1=CC=CC=C1